C(C)N1C2=CC=CC=C2C=2C=C(C=CC12)NC1=CC=C(C=C1)OC 9-ethyl-N-(4-methoxyphenyl)-9H-carbazol-3-amine